5-(1-(2,2-difluoropropyl)-1H-benzo[d][1,2,3]triazol-6-yl)-6-fluoro-N-((3S,4S)-3-fluoro-1-(oxetan-3-yl)piperidin-4-yl)-4-methoxypyrrolo[2,1-f][1,2,4]triazin-2-amine FC(CN1N=NC2=C1C=C(C=C2)C=2C(=CN1N=C(N=C(C12)OC)N[C@@H]1[C@H](CN(CC1)C1COC1)F)F)(C)F